3-(2-benzothiazolyl)-7-diethylaminocoumarin Rubidium-Strontium [Sr].[Rb].S1C(=NC2=C1C=CC=C2)C=2C(OC1=CC(=CC=C1C2)N(CC)CC)=O